C1=2N3N=NN=C3N=CCC2C=CC(=C1)C(=O)[O-] pentazatricyclo[8.4.0.02,6]tetradeca-1(10),3,5,7,11,13-hexaene-13-carboxylate